{7-[(3aS,4R,6S,6aR)-2,2-dimethyl-6-{2-[2-(methylamino)quinolin-7-yl]ethyl}-hexahydrocyclopenta[d][1,3]dioxol-4-yl]-4-chloro-7H-pyrrolo[2,3-d]pyrimidin-5-yl}methanol CC1(O[C@@H]2[C@H](O1)[C@H](C[C@H]2N2C=C(C1=C2N=CN=C1Cl)CO)CCC1=CC=C2C=CC(=NC2=C1)NC)C